3-(cyclohexyl-(hydroxy)methyl)-1-methylquinoxaline C1(CCCCC1)C(C=1CN(C2=CC=CC=C2N1)C)O